N[C@H]1CN(CCC1)C(=O)C1=CC2=C(N(C(=N2)C2=CC=3C(=NC(=CC3)N(S(=O)(=O)C3CC3)C(F)F)N2CC2CC2)C)C(=C1)OC (R)-N-(2-(5-(3-aminopiperidine-1-carbonyl)-7-methoxy-1-methyl-1H-benzo[d]imidazol-2-yl)-1-(cyclopropylmethyl)-1H-pyrrolo[2,3-b]pyridin-6-yl)-N-(difluoromethyl)cyclopropanesulfonamide